BrC1=C(C(=C(C=C1)C(F)(F)F)F)F 1-bromo-2,3-difluoro-4-(trifluoromethyl)benzene